4-(1-ethoxy-1-oxoprop-2-ylidene)pyrrolidine-1-carboxylic acid tert-butyl ester C(C)(C)(C)OC(=O)N1CCC(C1)=C(C(=O)OCC)C